C1(CC1)N(CC(C)(C)NC(OC(C)(C)C)=O)CC(=O)C1=CC=CC=C1 tert-Butyl N-[2-[cyclopropyl(phenacyl)amino]-1,1-dimethyl-ethyl]carbamate